6-(3-(4-(2-oxo-2-(pyridin-3-ylamino)ethyl)phenoxy)azetidin-1-yl)-[1,1'-biphenyl]-2-carboxylic acid O=C(CC1=CC=C(OC2CN(C2)C=2C=CC=C(C2C2=CC=CC=C2)C(=O)O)C=C1)NC=1C=NC=CC1